FC1=C(C=CC(=C1F)C=1C=NNC1)N1C[C@H](N(CC1)C(=O)N1CCCC1)C (R)-(4-(2,3-difluoro-4-(1H-pyrazol-4-yl)phenyl)-2-methylpiperazin-1-yl)(pyrrolidin-1-yl)methanone